(S)-2-amino-1-(4-(5-((4-amino-2-(pentan-2-ylamino)imidazo[2,1-f][1,2,4]triazin-7-yl)methyl)-3-methylpyridin-2-yl)piperazin-1-yl)ethan-1-one NCC(=O)N1CCN(CC1)C1=NC=C(C=C1C)CC1=CN=C2C(=NC(=NN21)N[C@@H](C)CCC)N